C(C)(C)(C)OC(=O)N1CCCC(=C1)OS(=O)(=O)C(F)(F)F 5-(((trifluoromethyl)sulfonyl)oxy)-3,4-dihydropyridine-1(2H)-carboxylic acid tert-butyl ester